(2S,4R)-1-((S)-2-(2-(4-(3-aminopyridazin-4-yl)piperazin-1-yl)acetamido)-3,3-dimethylbutyryl)-4-hydroxy-N-((S)-1-(4-(4-methylthiazol-5-yl)phenyl)ethyl)pyrrolidine-2-carboxamide NC=1N=NC=CC1N1CCN(CC1)CC(=O)N[C@H](C(=O)N1[C@@H](C[C@H](C1)O)C(=O)N[C@@H](C)C1=CC=C(C=C1)C1=C(N=CS1)C)C(C)(C)C